ClC1=C(C=CC(=C1)OC)CNC1CCN(CC1)C N-[(2-chloro-4-methoxyphenyl)methyl]-1-methylpiperidin-4-amine